5-(trifluoromethyl)indoline FC(C=1C=C2CCNC2=CC1)(F)F